ClCCN(C1=CC=C(C=C1)N)CCCl N,N-bis(2-chloroethyl)-1,4-phenylenediamine